5-(3-(6-((4-(2-(2,6-Dioxopiperidin-3-yl)-1-oxoisoindolin-4-yl)but-3-yn-1-yl)carbamoyl)pyridin-3-yl)isoquinolin-8-yl)-7-fluoro-N-methyl-1H-indole-3-carboxamide O=C1NC(CCC1N1C(C2=CC=CC(=C2C1)C#CCCNC(=O)C1=CC=C(C=N1)C=1N=CC2=C(C=CC=C2C1)C=1C=C2C(=CNC2=C(C1)F)C(=O)NC)=O)=O